COC(=O)C1=CC2=C(CCCN2)OC1 (E)-5,6,7,8-tetrahydropyranopyridine-3-carboxylic acid methyl ester